2-(2-((5-fluorobenzo[d]oxazol-2-yl)amino)benzo[d]oxazol-5-yl)-N-(2-methyl-2H-1,2,3-triazol-4-yl)acetamide FC=1C=CC2=C(N=C(O2)NC=2OC3=C(N2)C=C(C=C3)CC(=O)NC3=NN(N=C3)C)C1